FC1=C(C(=CC=C1)F)[C@@](CC(=O)NC1(CC1)C1=NC(=CC=C1)NCC(F)(F)F)(C)O (S)-3-(2,6-difluorophenyl)-3-hydroxy-N-(1-(6-((2,2,2-trifluoroethyl)amino)pyridin-2-yl)cyclopropyl)butanamide